4-(Diethylphosphoryl)-N-(4-ethynyl-2-fluorophenyl)pyridin-3-amine C(C)P(=O)(CC)C1=C(C=NC=C1)NC1=C(C=C(C=C1)C#C)F